NC1=CC=C(C(C(=O)O)=C1)C(=O)O 5-amino-phthalic acid